fluorocarnitine FC(O)(C[N+](C)(C)C)CC([O-])=O